tert-butyl-7-(methylamino)-3,4-dihydroisoquinoline-2(1H)-carboxylate C(C)(C)(C)OC(=O)N1CC2=CC(=CC=C2CC1)NC